CN(C(OC1=CC2=C(C(=C(C(O2)=O)CC2=C(C(=CC=C2)NS(NC)(=O)=O)F)CN(C)C)C(=C1)F)=O)C 4-((Dimethylamino) methyl)-5-fluoro-3-(2-fluoro-3-((N-methylsulfamoyl) amino) benzyl)-2-oxo-2H-benzopyran-7-yl dimethylcarbamate